NC(COC1=C2C(C=C(N(C2=C(C=N1)Cl)C1=C(C=C(C=C1Cl)B(O)O)Cl)C)=O)=O (4-(5-(2-amino-2-oxoethoxy)-8-chloro-2-methyl-4-oxo-1,6-naphthyridin-1(4H)-yl)-3,5-dichlorophenyl)boronic acid